N1C[C@@H](CCC1)COC1=C2C(=NC=C1)NC=C2C=2C=NC=NC2 4-[[(3R)-3-piperidinyl]methoxy]-3-pyrimidin-5-yl-1H-pyrrolo[2,3-b]pyridine